Undecaprenyl-Glucose C(C=C(C)C)C([C@]([C@]([C@@]([C@](C(=O)CC=C(C)C)(OCC=C(C)C)CC=C(C)C)(OCC=C(C)C)CC=C(C)C)(OCC=C(C)C)CC=C(C)C)(OCC=C(C)C)CC=C(C)C)(O)CC=C(C)C